(S)-(7-((4-(ethylamino)-3-(trifluoromethyl)-1H-pyrrolo[2,3-b]pyridin-6-yl)amino)-2,3-dihydrobenzofuran-4-yl)(2-methylmorpholino)methanone C(C)NC1=C2C(=NC(=C1)NC1=CC=C(C=3CCOC31)C(=O)N3C[C@@H](OCC3)C)NC=C2C(F)(F)F